FC1=C(C=CC=C1F)C1CCC(CC1)O 4-(2,3-difluorophenyl)cyclohexanol